CS(=O)(=O)C1=CC(=C(C=C1)NCC#CC=1N(C2=CC=CC(=C2C1)NC1CCC(CC1)=O)CC(F)(F)F)OC 4-[(2-{3-[(4-methane-sulfonyl-2-methoxy-phenyl)amino]prop-1-yn-1-yl}-1-(2,2,2-trifluoroethyl)-1H-indol-4-yl)amino]cyclohexan-1-one